2-fluoro-N-(6-(4-methylpyrimidin-5-yl)benzo[d]thiazol-2-yl)cyclopropane-1-carboxamide FC1C(C1)C(=O)NC=1SC2=C(N1)C=CC(=C2)C=2C(=NC=NC2)C